4-chloro-1,2-phenylenebis(pyrrolidine-1-carboxylate) ClC1=CC(=C(C=C1)C1N(CCC1)C(=O)[O-])C1N(CCC1)C(=O)[O-]